OC1=C(OC2=CC(=CC(=C2C1=O)O)OCCCC(=O)O)C1=CC=CC=C1 4-((3,5-dihydroxy-4-oxo-2-phenyl-4H-chromen-7-yl)oxy)butanoic acid